3,3-bis(hexylthio)propanoic acid C(CCCCC)SC(CC(=O)O)SCCCCCC